C(C=C)(=O)OC1=CC(=C(C=C1C(C)(C)C)C(C)(C)C)OC(C=C)=O 4,6-di-tert-butylbenzene-1,3-diol diacrylate